ClC1=CC=C(C=C1)C1N(CCCC1)CC1CCN(CC1)C1=CC(=C(C(=O)NS(=O)(=O)C2=CC(=C(C=C2)NCCOC)[N+](=O)[O-])C=C1)OC=1C=C2C(=NC1)NC=C2 4-[4-[[2-(4-chlorophenyl)-1-piperidyl]methyl]-1-piperidyl]-N-[4-(2-methoxyethylamino)-3-nitro-phenyl]sulfonyl-2-(1H-pyrrolo[2,3-b]pyridin-5-yloxy)benzamide